(S)-3-methyl-2-(6-((1-methylpiperidin-3-yl)amino)pyridazin-3-yl)-5-(trifluoromethyl)phenol CC=1C(=C(C=C(C1)C(F)(F)F)O)C=1N=NC(=CC1)N[C@@H]1CN(CCC1)C